FC(OC1=CC=C(C=C1)C1=CN=C(O1)NC1=NC=CC=C1O)(F)F ((5-(4-(Trifluoromethoxy)phenyl)oxazol-2-yl)amino)pyridin-3-ol